2-Amino-1-(3-fluoro-5-hydroxy-2,6-dimethylphenyl)-5,6-dimethylpyrrolo[3,2-b]pyridine-3-carboxamide NC1=C(C2=NC(=C(C=C2N1C1=C(C(=CC(=C1C)O)F)C)C)C)C(=O)N